tert-butyl (2S,5R)-2-(((3-cyano-4-(6-(4-((6-methoxypyridin-3-yl)methyl)piperazin-1-yl)pyridin-3-yl)pyrazolo[1,5-a]pyridin-6-yl)oxy)methyl)-5-methylmorpholine-4-carboxylate C(#N)C=1C=NN2C1C(=CC(=C2)OC[C@@H]2CN([C@@H](CO2)C)C(=O)OC(C)(C)C)C=2C=NC(=CC2)N2CCN(CC2)CC=2C=NC(=CC2)OC